CC1C(CCCC1)(N=C=O)N=C=O methyl-diisocyanatocyclohexane